ClC=1C(=NN(C1)CC1=C(C=C2[C@](NC(NC2=C1)=O)(C(C)(F)F)C#CC1CC1)F)CO (S)-7-((4-chloro-3-(hydroxymethyl)-1H-pyrazol-1-yl)methyl)-4-(cyclopropylethynyl)-4-(1,1-difluoroethyl)-6-fluoro-3,4-dihydroquinazolin-2(1H)-one